4-bromo-4'-pentyl-1,1'-biphenyl BrC1=CC=C(C=C1)C1=CC=C(C=C1)CCCCC